2,3-Furandiol O1C(=C(C=C1)O)O